2,6-dimethyl-3-ethyl-4-butoxyphenol CC1=C(C(=CC(=C1CC)OCCCC)C)O